FC1=C(C=CC(=C1)OC)C1=NOC(=C1)NC1=NC(=NC=C1)N1C(COCC1)C(F)(F)F 3-(2-fluoro-4-methoxyphenyl)-N-(2-(3-(trifluoromethyl)morpholino)pyrimidin-4-yl)isoxazol-5-amine